Methyl 2-((tert-butoxycarbonyl)amino)-3-(6,7-dimethyl-2-oxo-1,2-dihydroquinolin-3-yl)propanoate C(C)(C)(C)OC(=O)NC(C(=O)OC)CC=1C(NC2=CC(=C(C=C2C1)C)C)=O